N-[(1S)-5-[2-(2-aminopyridin-3-yl)-7-methoxy-5-(pyrazol-1-yl)imidazo[4,5-b]pyridin-3-yl]-2,3-dihydro-1H-inden-1-yl]-2,3-difluoro-5-formyl-4-hydroxybenzamide NC1=NC=CC=C1C1=NC=2C(=NC(=CC2OC)N2N=CC=C2)N1C=1C=C2CC[C@@H](C2=CC1)NC(C1=C(C(=C(C(=C1)C=O)O)F)F)=O